C(C1=CC=CC=C1)N1N=C(C(=C1Cl)C=COC)C(=O)OCC ethyl 1-benzyl-5-chloro-4-(2-methoxyvinyl)-1H-pyrazole-3-carboxylate